O=C1N(C(C2=CC=CC=C12)=O)C1=CC=C(C=C1)S(=O)(=O)O 4-(1,3-Dioxoisoindolin-2-yl)benzenesulfonic Acid